1-[4-(6-bromo-8-fluoro-imidazo[1,2-a]pyridin-2-yl)piperazin-1-yl]-2,2,2-trifluoro-ethanone BrC=1C=C(C=2N(C1)C=C(N2)N2CCN(CC2)C(C(F)(F)F)=O)F